[1-(2-bromo-4-fluoro-phenyl)-4-piperidyl]oxy-tert-butyl-dimethyl-silane BrC1=C(C=CC(=C1)F)N1CCC(CC1)O[Si](C)(C)C(C)(C)C